C(C)C1=C(N=C(NC1=O)N1N=C(C=C1C)C(=O)OCC)C ethyl 1-(5-ethyl-4-methyl-6-oxo-1,6-dihydropyrimidin-2-yl)-5-methyl-1H-pyrazole-3-carboxylate